COCC(=O)NC1=CC(=CC=C1)OC1=NC=NC(=C1)NC 2-methoxy-N-(3-((6-(methylamino)pyrimidin-4-yl)oxy)phenyl)acetamide